(2R,3S,4R,5S)-4-[[3-(3-methoxy-2-methyl-4-pyridinyl)-4,5-dimethyl-5-(trifluoromethyl)tetrahydrofuran-2-carbonyl]amino]pyridine-2-carboxamide COC=1C(=NC=CC1[C@H]1[C@@H](O[C@@]([C@@H]1C)(C(F)(F)F)C)C(=O)NC1=CC(=NC=C1)C(=O)N)C